(1S,2R)-N-(2,3-dihydroxy-1-phenyl-propyl)-benzamide O[C@H]([C@H](C1=CC=CC=C1)NC(C1=CC=CC=C1)=O)CO